3-butyl-6-((5-((cyclopropylmethyl)sulfonyl)-1,3,4-thiadiazol-2-yl)methoxy)-isobenzofuran-1(3H)-one C(CCC)C1OC(C2=CC(=CC=C12)OCC=1SC(=NN1)S(=O)(=O)CC1CC1)=O